1,1-bis(3-cyclohexyl-4-hydroxyphenyl)-3-methylcyclohexane C1(CCCCC1)C=1C=C(C=CC1O)C1(CC(CCC1)C)C1=CC(=C(C=C1)O)C1CCCCC1